C(C)[N+](C1=CC=CC=C1)(CC)CC N,N,N-triethyl-N-phenylammonium